C(C)(=O)C=1C=C(C=CC1)N(C(=O)NC=1C(=C2C(N(C=NC2=CC1)CCOC)=O)C1=CC=C(C=C1)F)C 1-(3-acetylphenyl)-3-(5-(4-fluorophenyl)-3-(2-methoxyethyl)-4-oxo-3,4-dihydroquinazolin-6-yl)-1-methylurea